NC1=NC(=C(C=2N1C(N(N2)CC2=NC=C(C=C2)Cl)=O)C2=CC(=NC(=C2)C)CO)C2=CC=CC=C2 5-amino-2-[(5-chloro-2-pyridyl)methyl]-8-[2-(hydroxymethyl)-6-methyl-4-pyridyl]-7-phenyl-[1,2,4]triazolo[4,3-c]pyrimidin-3-one